C(C)OC(=O)C1=C(N=C(S1)NC1=NC(=CC(=N1)N1CCNCC1)NCC1=CC(=C(C=C1)OC)OC)C 2-[[4-[piperazin-1-yl]-6-[[(3,4-dimethoxyphenyl)methyl]amino]-2-pyrimidinyl]amino]-4-methyl-5-thiazolecarboxylic acid ethyl ester